5-hydroxy-7-methyl-1-tosyl-1H-indole-4-carbaldehyde OC1=C(C=2C=CN(C2C(=C1)C)S(=O)(=O)C1=CC=C(C)C=C1)C=O